C(C)S(=O)(=O)C1=CC(=C(OC=2C(=C(OCCN3CCN(CC3)C(=O)OC(C)(C)C)C=CC2)F)C=C1)C=1C2=C(C(N(C1)C)=O)N(C=C2)S(=O)(=O)C2=CC=C(C=C2)C tert-butyl 4-[2-[3-[4-ethylsulfonyl-2-[6-methyl-7-oxo-1-(p-tolylsulfonyl)pyrrolo[2,3-c]pyridin-4-yl]phenoxy]-2-fluoro-phenoxy]ethyl]piperazine-1-carboxylate